N-(tetrahydro-2H-pyran-4-yl)pyrido[2,3-d]pyrimidine-4-carboxamide O1CCC(CC1)NC(=O)C=1C2=C(N=CN1)N=CC=C2